ClC1=NC2=C(C(=CC=C2C(=N1)N1CC2CCC(C1)N2C(=O)OC(C)(C)C)C2=CC(=CC1=CC=CC=C21)OCOC)C tert-butyl 3-[2-chloro-7-[3-(methoxymethoxy)-1-naphthyl]-8-methyl-quinazolin-4-yl]-3,8-diazabicyclo[3.2.1]octane-8-carboxylate